styryl-methyl-phosphinic acid C(=CC1=CC=CC=C1)P(O)(=O)C